[Si]([O-])([O-])([O-])O.[Na+].[Na+].[Na+] Trisodium silicate